BrC=1C=C2C(NC=NN2C1)=O 6-bromopyrrolo[2,1-f][1,2,4]triazin-4(3H)-one